4,6-dichloro-1,3-benzenedicarboxylic acid ClC1=C(C=C(C(=C1)Cl)C(=O)O)C(=O)O